CN(C)CCC[Si](OC)(OC)OC γ-(N,N-dimethyl)aminopropyl-trimethoxysilane